C(C1=CC=CC=C1)(=O)OC1=C(C=CC=O)C=CC=C1 2-BenzoyloxyCinnamaldehyde